C(C)(C)(C)OC(=O)N[C@@H](C(C)C)C(=O)OCN1C(C(CCC1=O)N1C(C2=CC=C(C=C2C1)CNC(C(C1=CC=C(C=C1)F)(F)F)=O)=O)=O (3-(5-((2,2-Difluoro-2-(4-fluorophenyl)acetamido)methyl)-1-oxoisoindolin-2-yl)-2,6-dioxopiperidin-1-yl)methyl (tert-butoxycarbonyl)-L-valinate